O1C2=C(OCC1)C=C(C=C2)C=2C(=C(C=CC=1C=C(CNC(C(=O)O)(CO)C)C=CC1F)C=CC2)C 2-(3-(3-(2,3-dihydrobenzo[b][1,4]dioxin-6-yl)-2-methylstyryl)-4-fluorobenzylamino)-3-hydroxy-2-methylpropanoic acid